ClCC1=C(C=CC=C1)S(=O)(=O)N 2-(chloromethyl)benzene-1-sulfonamide